FC=1C=C2C=3C(=NNC(C3C1)=O)C(C(N2)C2=CC=C(C=C2)F)N2C(NC1(CC1)C2=O)=S 5-fluoro-8-(4-fluorophenyl)-9-(7-oxo-5-thioxo-4,6-diazaspiro[2.4]heptane-6-yl)-8,9-dihydro-2H-pyrido[4,3,2-de]phthalazin-3(7H)-one